NC=1N(C=CN1)C1=CC=C(C=C1)\C=C/1\C(=C(C2=CC(=CC=C12)F)CC(=O)NO)C 2-[(1Z)-1-{[4-(2-amino-1H-imidazol-1-yl)phenyl]methylene}-5-fluoro-2-methyl-1H-inden-3-yl]-N-hydroxyacetamide